1-[2-(trifluoromethyl)thiazol-4-yl]Ethanone Isostearyl-Isostearate C(CCCCCCCCCCCCCCC(C)C)OC(CCCCCCCCCCCCCCC(C)C)=O.FC(C=1SC=C(N1)C(C)=O)(F)F